ClC1=C(C=CC(=C1)F)C1=CC(OC2=CC(=CC=C12)O[C@@H](C(=O)N1C[C@@H](NCC1)C(=O)OC)C)=O methyl (2R)-4-[(2R)-2-[4-(2-chloro-4-fluoro-phenyl)-2-oxo-chromen-7-yl]oxypropanoyl]piperazine-2-carboxylate